4-hydroxy-1-benzothiin-2-one OC1=CC(SC2=C1C=CC=C2)=O